C1(CC1)N1CCC(CC1)NC1=NC(=NC2=CC(=C(C=C12)OC)C#CCCN1CCCC1)N(C)C N4-(1-cyclopropylpiperidine-4-yl)-6-methoxy-N2,N2-dimethyl-7-(4-(pyrrolidine-1-yl)but-1-yn-1-yl)quinazoline-2,4-diamine